C(C1=CC=CC=C1)C1(CN(CC1)C(CCC1=NC(=NO1)C1=C(C=CC=C1)OC)=O)C=1C=C2C=NN(C2=CC1C)C1=CC=C(C=C1)F 1-(3-benzyl-3-(1-(4-fluorophenyl)-6-methyl-1H-indazol-5-yl)pyrrolidin-1-yl)-3-(3-(2-methoxyphenyl)-1,2,4-oxadiazol-5-yl)propan-1-one